Benzyl (R)-7-((2-hydroxyethyl)thio)-2-(3-iodophenyl)-2,6,6-trimethylheptanoate OCCSCC(CCC[C@](C(=O)OCC1=CC=CC=C1)(C)C1=CC(=CC=C1)I)(C)C